2,4-dimethoxybenzensulfonyl chloride COC1=C(C=CC(=C1)OC)S(=O)(=O)Cl